FC1CC(N(C1)C(C(CN1N=CC=C1)C)=O)C(=O)NC(C1=CC=C(C=C1)C(C)C)C1=CC=CC=C1 4-fluoro-1-[2-methyl-3-(1H-pyrazol-1-yl)propanoyl]-N-{phenyl[4-(propan-2-yl)phenyl]methyl}pyrrolidine-2-carboxamide